C(C(C)(C)C)(=O)OC1CN(CC=C1)C1CCCCCC1 1-cycloheptyl-1,2,3,6-tetrahydropyridin-3-yl pivalate